4-[(4-methyl-2-oxo-chromen-7-yl)oxymethyl]benzoic acid [2-(2-furylmethyl carbamoylamino)-2-oxo-ethyl] ester O1C(=CC=C1)CNC(=O)NC(COC(C1=CC=C(C=C1)COC1=CC=C2C(=CC(OC2=C1)=O)C)=O)=O